1-(3-carboxypropyl)theobromine tert-butyl-(3-(4-((6-(aminomethyl)-1H-indol-1-yl)methyl)-1H-1,2,3-triazol-1-yl)propyl)carbamate C(C)(C)(C)N(C(O)=O)CCCN1N=NC(=C1)CN1C=CC2=CC=C(C=C12)CN.C(=O)(O)CCCN1C(=O)N(C)C=2N=CN(C)C2C1=O